C(CCCCCCCC)(=O)O 1-Nonanoic acid